4-(sec-butylamino)pent-3-en-2-one C(C)(CC)NC(=CC(C)=O)C